4-[2,6-difluoro-4-(5-fluoroindol-1-yl)phenoxy]butanoic acid FC1=C(OCCCC(=O)O)C(=CC(=C1)N1C=CC2=CC(=CC=C12)F)F